[Cl-].C(CCC)[N+]1(C=CC=C1)CCCC 1,1-dibutyl-pyrrolium chloride